N-(5-((3-((5-methoxypyrimidin-2-yl)methyl)piperidin-1-yl)methyl)thiazol-2-yl)acetamide COC=1C=NC(=NC1)CC1CN(CCC1)CC1=CN=C(S1)NC(C)=O